manganese dioxide copper [Cu+2].[O-2].[O-2].[Mn+2]